1,1,1,3,3,3-hexafluoro-propan-2-yl (R or S)-1-((4-methyltetra-hydro-2H-pyran-4-yl)-carbamoyl)-6-azaspiro[2.5]-octane-6-carboxylate CC1(CCOCC1)NC(=O)[C@@H]1CC12CCN(CC2)C(=O)OC(C(F)(F)F)C(F)(F)F |o1:10|